2-(6-(Trifluoromethyl)pyridin-2-yl)-7-azaspiro[3.5]nonane FC(C1=CC=CC(=N1)C1CC2(C1)CCNCC2)(F)F